androst-4,9(11)-diene-3,17-dione C[C@@]12C(CC[C@H]1[C@@H]1CCC3=CC(CC[C@]3(C)C1=CC2)=O)=O